2-(7-(3,4-dimethoxyphenyl)-imidazo[1,2-c]pyrimidin-5-ylamino)-nicotinamide COC=1C=C(C=CC1OC)C1=CC=2N(C(=N1)NC1=C(C(=O)N)C=CC=N1)C=CN2